3-isopropylphenylmagnesium bromide C(C)(C)C=1C=C(C=CC1)[Mg]Br